1-Methoxy-4-((trifluoromethyl)sulfinyl)benzene COC1=CC=C(C=C1)S(=O)C(F)(F)F